NC=1NC(C=2N(C(N(C2N1)[C@@H]1O[C@@H]([C@@H]([C@H]1O)O)CO)=O)CC(F)F)=O 2-Amino-7-(2,2-difluoroethyl)-9-((2R,3R,4R,5R)-3,4-dihydroxy-5-(hydroxymethyl)tetrahydrofuran-2-yl)-7,9-dihydro-1H-purine-6,8-dion